(1S)-1-[3-(trifluoromethoxy)phenyl]ethylamine hydrochloride Cl.FC(OC=1C=C(C=CC1)[C@H](C)N)(F)F